(1R,4r)-1-methyl-4-((R)-4-methyl-3-((S)-1,1,1-trifluoro-2-hydroxypropan-2-yl)-4,5-dihydro-6H-isoxazolo[5,4-e]indazol-6-yl)cyclohexan-1-ol CC1(CCC(CC1)N1N=CC=2C3=C([C@@H](CC12)C)C(=NO3)[C@](C(F)(F)F)(C)O)O